CN1N=CC(=C1)C=1C=C(C(=O)NC=2N(C=C(N2)CCCCN2C(CCC2)=O)C2=CC=CC=C2)C=CC1 3-(1-methyl-1H-pyrazol-4-yl)-N-(4-(4-(2-oxopyrrolidin-1-yl)butyl)-1-phenyl-1H-imidazol-2-yl)benzamide